7-(4-bromophenyl)-5-ethoxyhexahydroisobenzofuran BrC1=CC=C(C=C1)C=1CC(CC2COCC12)OCC